N-(2,6-difluoro-3-(5-(2-((3-methoxypropyl)amino)pyrimidin-5-yl)-1H-pyrrolo[2,3-b]pyridine-3-carbonyl)phenyl)propane-1-sulfonamide FC1=C(C(=CC=C1C(=O)C1=CNC2=NC=C(C=C21)C=2C=NC(=NC2)NCCCOC)F)NS(=O)(=O)CCC